CC1(CC(CCC1)C)C 1,3-dimethylmethylcyclohexane